ICC(CO)CC 2-(iodomethyl)butan-1-ol